CC1(C(C(C1=O)(C)C)NC([O-])=O)C (2,2,4,4-tetramethyl-3-oxocyclobutyl)carbamate